N1=C(C=CC=C1)C=1C(=NC=CN1)[C@@H](C)N1CC2=CC=CC=C2C1 |r| (rac)-2-{1-[3-(pyridin-2-yl)pyrazin-2-yl]Ethyl}-1H-isoindole